COC=1C=C2C(NC(=NC2=CC1)CN1CC2=CC=CC(=C2CC1)OC)=O 6-methoxy-2-[(5-methoxy-3,4-dihydro-1H-isoquinolin-2-yl)methyl]-3H-quinazolin-4-one